2-(3-(tosyloxy)propoxy)acetic acid ethyl ester C(C)OC(COCCCOS(=O)(=O)C1=CC=C(C)C=C1)=O